1,2,4-trichloro-benzene ClC1=C(C=C(C=C1)Cl)Cl